O=C1NC(CCC1N1C(C2=CC=CC(=C2C1=O)NCC(=O)N(C)CCOC1=CC=C(C=C1)\C(=C(\CC)/C1=CC=CC=C1)\C1=CC=CC=C1)=O)=O (Z)-2-((2-(2,6-dioxopiperidin-3-yl)-1,3-dioxoisoindolin-4-yl)amino)-N-(2-(4-(1,2-diphenylbut-1-en-1-yl)phenoxy)ethyl)-N-methylacetamide